N[C@@H]1C(N[C@H](C1)CF)=O (3S,5R)-3-amino-5-(fluoromethyl)pyrrolidin-2-one